OC[C@H](C)[C@H]1[C@@H]2CC[C@H](CN1C(=O)OCC[Si](C)(C)C)N2C(=O)OC(C)(C)C 8-(tert-butyl) 3-(2-(trimethylsilyl)ethyl) (1S,2S,5R)-2-((R)-1-hydroxypropan-2-yl)-3,8-diazabicyclo[3.2.1]octane-3,8-dicarboxylate